ClC1=C(C(=C(C(=O)NC(NC2=CC=CC=C2)=O)C=C1)F)C 4-chloro-2-fluoro-3-methyl-N-(phenylcarbamoyl)benzamide